3-(1-(2-oxo-2-(pyrrolidin-1-yl)ethyl)-1H-indol-5-yl)-1,5,6,7,8,9-hexahydro-2H-cyclohepta[4,5]thieno[2,3-d]pyrimidine-2,4(3H)-dione O=C(CN1C=CC2=CC(=CC=C12)N1C(NC2=C(C1=O)C1=C(S2)CCCCC1)=O)N1CCCC1